NN1C(=C(C(=C1)C1=NN(C=C1)CCN=[N+]=[N-])C)C(=O)OCC Ethyl 1-amino-4-(1-(2-azidoethyl)-1H-pyrazol-3-yl)-3-methyl-1H-pyrrole-2-carboxylate